Hydroxyquinolinylethanone OCC(=O)C1=NC2=CC=CC=C2C=C1